(1R,8S,9s,Z)-bicyclo[6.1.0]non-4-ene-9-carboxylic acid ethyl ester C(C)OC(=O)C1[C@H]2CC\C=C/CC[C@@H]12